butyl 5-(2-bromophenyl)-3,6-dihydropyridine-1(2H)-carboxylate BrC1=C(C=CC=C1)C1=CCCN(C1)C(=O)OCCCC